2,2'-(2,2'-dichloro-[1,1'-biphenyl]-3,3'-diyl)bis(5-(((S)-5-oxopyrrolidin-2-yl)methyl)pyrazolo[1,5-a]pyrazin-4(5H)-one) ClC1=C(C=CC=C1C1=NN2C(C(N(C=C2)C[C@H]2NC(CC2)=O)=O)=C1)C1=C(C(=CC=C1)C1=NN2C(C(N(C=C2)C[C@H]2NC(CC2)=O)=O)=C1)Cl